N-2-hydroxyethylethylenediamine OCCNCCN